NC1=NNC2=CC=CC(=C12)C1=CC=C(C=C1)NC(=O)NC1=C(C=CC(=C1)C)F (N-[4-(3-amino-1H-indazol-4-yl)phenyl])N'-(2-fluoro-5-methylphenyl)urea